4-(6-fluorobenzofuran-3-yl)piperidine 10,13-Dimethyl-3-oxo-6,7,8,9,10,11,12,13,14,15,16,17-dodecahydro-3H-cyclopenta[a]phenanthrene-17-yl-3-amino-4-fluorobenzoate CC12C3CCC4(C(CCC4C3CCC2=CC(C=C1)=O)OC(C1=CC(=C(C=C1)F)N)=O)C.FC1=CC2=C(C(=CO2)C2CCNCC2)C=C1